C[C@H](/C=C/[C@H](C)C(C)C)[C@H]1CC[C@@H]2[C@@]1(CC[C@H]3[C@]24C=C[C@@]5([C@@]3(CC[C@@H](C5)O)C)OO4)C The molecule is an ergostanoid that is ergosta-6,22-dien-3-ol with a peroxy group between positions 5 and 8 (the 3beta,5alpha,8alpha,22E stereoisomer). Isolated from Ganoderma lucidum and Cordyceps sinensis, it exhibits antimycobacterial, trypanocidal and antineoplastic activities. It has a role as a metabolite, an antineoplastic agent, an antimycobacterial drug and a trypanocidal drug. It is an organic peroxide, an ergostanoid, a 3beta-sterol and a member of phytosterols. It derives from an ergosterol.